(S)-1-((7-(5-(trifluoromethyl)pyridin-2-yl)-5,6,7,8-tetrahydro-[1,2,4]triazolo[1,5-a]pyrazin-2-yl)methoxy)propan-1,1-d2-2-amine FC(C=1C=CC(=NC1)N1CC=2N(CC1)N=C(N2)COC([C@H](C)N)([2H])[2H])(F)F